FC=1C=C(CC=2C=NN(C2)C(=O)N[C@@H]2C(N(C3=C(OC2)C=CC(=C3)OCCC3CCN(CC3)C(=O)OC(C)(C)C)C)=O)C=CC1 tert-butyl (S)-4-(2-((3-(4-(3-fluorobenzyl)-1H-pyrazole-1-carboxamido)-5-methyl-4-oxo-2,3,4,5-tetrahydrobenzo[b][1,4]oxazepin-7-yl)oxy)ethyl)piperidine-1-carboxylate